3-fluoro-2-hydroxy-4-(1-(oxetan-3-yl)-1H-benzo[d]imidazol-2-yl)benzoic acid FC=1C(=C(C(=O)O)C=CC1C1=NC2=C(N1C1COC1)C=CC=C2)O